ClCC1=CC=C(C=C1)C(C)C1=C(C=CC(=C1)CCCCCCCCCCCC)O 2-(1-(4-(chloromethyl)phenyl)ethyl)-4-dodecylphenol